COC=1C=C(C=CC1)S(=O)(=O)NC1=C(N=CS1)C(=O)O 5-(3-methoxyphenylsulphonylamino)thiazole-4-carboxylic acid